N1C(=CC=2C=NC=CC21)CNC(CN2C(C(=NC=C2C=2CCOCC2)N[C@H](C)C2=CC1=C(OC3=C1C=CC=C3)C=C2)=O)=O (R)-N-((1H-pyrrolo[3,2-c]pyridine-2-yl)methyl)-2-(3-((1-(dibenzo[b,d]furan-2-yl)ethyl)amino)-6-(3,6-dihydro-2H-pyran-4-yl)-2-oxopyrazin-1(2H)-yl)acetamide